C(C)OCCOCCOC=C(C)C1=CC(=CC=C1)\C(=C/OCCOCCOCC)\C (Z)-1,3-bis(1-(2-(2-ethoxyethoxy)ethoxy)prop-1-en-2-yl)benzene